2-(hydroxymethyl)tetrahydro-2H-pyran-4-ol OCC1OCCC(C1)O